C(C1=CC=CC=C1)OC(=O)N1[C@H]([C@H](CCC1)C(=O)N1C[C@@H](CC1)F)C(=O)O (2R,3S)-1-((benzyloxy)carbonyl)-3-((R)-3-fluoropyrrolidine-1-carbonyl)piperidine-2-carboxylic acid